tert-butyl (R)-2-(((benzyloxy)carbonyl)amino)-6-((methylsulfonyl)oxy)hexanoate C(C1=CC=CC=C1)OC(=O)N[C@@H](C(=O)OC(C)(C)C)CCCCOS(=O)(=O)C